(±)-5-(8-chloro-3-(trans-2-cyanocyclopropanecarboxamido)isoquinolin-6-yl)-4-methylpyridin-3-ylcarbamic acid tert-butyl ester C(C)(C)(C)OC(NC=1C=NC=C(C1C)C=1C=C2C=C(N=CC2=C(C1)Cl)NC(=O)[C@H]1[C@@H](C1)C#N)=O |r|